3-((13S,15S,Z)-16-(hydroxymethylene)-13-methyl-17-oxo-7,8,9,11,12,13,14,15,16,17-decahydro-6H-cyclopenta[a]phenanthren-15-yl)-N-(5-isopropylpyridin-2-yl)-propanamide O\C=C/1\[C@H](C2C3CCC=4C=CC=CC4C3CC[C@@]2(C1=O)C)CCC(=O)NC1=NC=C(C=C1)C(C)C